1'-methyl-5-(4,4,5,5-tetramethyl-1,3,2-dioxaborolan-2-yl)-1',2',3',6'-tetrahydro[3,4'-bipyridin]-2-amine CN1CCC(=CC1)C=1C(=NC=C(C1)B1OC(C(O1)(C)C)(C)C)N